C(C)(C)(C)OC(=O)N1C\C(\C(CC1)C1=CC(=C(C=C1)F)F)=N/O (3Z)-4-(3,4-difluorophenyl)-3-hydroxyiminopiperidine-1-carboxylic acid tert-butyl ester